[Cl-].C(CCCCCCCCCCCCCCC)[N+]1(CCOCC1)CC hexadecyl-ethyl-morpholinium chloride